hydroxymethanesulfinic acid monosodium salt dihydrate O.O.[Na+].OCS(=O)[O-]